1-[[(5-Nitro-2-furanyl)methylene]amino]-2,4-imidazolidinedione [N+](=O)([O-])C1=CC=C(O1)C=NN1C(NC(C1)=O)=O